ethyl 4-chloro-6-((6-cyclopropylimidazo[1,2-a]pyridin-2-yl)methoxy)pyrimidine-2-carboxylate ClC1=NC(=NC(=C1)OCC=1N=C2N(C=C(C=C2)C2CC2)C1)C(=O)OCC